CC=1C=C(C(=O)OC2=CC(=CC(=C2)C=NC(C(=O)OC)C(C)C)Br)C=CC1 3-bromo-5-((1-meth-oxy-3-methyl-1-oxo-butan-2-ylimino)meth-yl)phenyl 3-methyl-benzoate